2,2'-ethylenebis[4,6-bis(1,1-dimethylpropyl)benzene] C(CC1=CC(=CC(=C1)C(CC)(C)C)C(CC)(C)C)C1=CC(=CC(=C1)C(CC)(C)C)C(CC)(C)C